5-chloro-2'-(hydroxymethyl)-[1,1'-biphenyl]-2-ol ClC1=CC=C(C(=C1)C1=C(C=CC=C1)CO)O